COC=1C=C(C=CC1)C(C(=O)NC=1C=C2C(NC(C2=CC1)=O)=O)N1CCCC1 2-(3-methoxy-phenyl)-N-(1,3-dioxoisoindol-5-yl)-2-(pyrrolidin-1-yl)acetamide